CN(C)[C@@H]1CCNC1 (R)-(+)-3-(dimethylamino)pyrrolidine